ClC1=C(C=CC(=C1)OCC)C1=CN=CC(=N1)C(=O)N/N=C/C1=CC(=CC(=C1)OC)OC (E)-6-(2-chloro-4-ethoxyphenyl)-N'-(3,5-dimethoxybenzylidene)pyrazine-2-carbohydrazide